ClC=1C=C(C#N)C=C(C1)N1C=C(C=2C(C(CCC12)(F)F)O)C(F)(F)F 3-chloro-5-(5,5-difluoro-4-hydroxy-3-(trifluoromethyl)-4,5,6,7-tetrahydro-1H-indol-1-yl)benzonitrile